(5-amino-1-{6-[(2,6-difluorophenyl)oxy]-4-methylpyridin-3-yl}pyrazol-4-yl)[2-(3,4,5,6-tetrahydro-2H-pyran-4-yl)-2,3,4,7-tetrahydro-1H-pyrrolo[2,3-H]isoquinolin-8-yl]methanone NC1=C(C=NN1C=1C=NC(=CC1C)OC1=C(C=CC=C1F)F)C(=O)C1=CC=2C(=CC=C3CCN(CC23)C2CCOCC2)N1